C(C1=CC=CC=C1)OP(=O)(OCC1=CC=CC=C1)OCOC1=NN2C(C=NC=C2)=C1C(=O)N(C(OC(C)(C)C)=O)C1=C(C(=C(C(=C1F)F)C1=CC=CC=C1)F)F Tert-butyl (2-(((bis(benzyloxy)phosphoryl)oxy)methoxy)pyrazolo[1,5-a]pyrazine-3-carbonyl)(2,3,5,6-tetrafluoro-[1,1'-biphenyl]-4-yl)carbamate